10-[(3-amino-2,3,6-trideoxy-α-L-lyxo-hexopyranosyl)oxy]-7,8,9,10-tetrahydro-6,8,11-trihydroxy-8-(2-hydroxyacetyl)-1-methoxy-(8S,10S)-5,12-Naphthacenedione N[C@H]1C[C@@H](O[C@H]([C@H]1O)C)O[C@H]1C[C@@](CC=2C(=C3C(C=4C=CC=C(C4C(C3=C(C12)O)=O)OC)=O)O)(C(CO)=O)O